(cholestanyl)oxy-3,5-diaminobenzene C(C(C)CCC[C@@H](C)[C@H]1CC[C@H]2[C@@H]3CCC4CCCC[C@]4(C)[C@H]3CC[C@]12C)OC1=CC(=CC(=C1)N)N